(1S,2R,3R,4S,6R)-4,6-diazido-3-[(2R,3S,5R,6R)-3-azido-6-(azidomethyl)-4,4-difluoro-5-hydroxy-tetrahydropyran-2-yl]oxy-cyclohexane-1,2-diol N(=[N+]=[N-])[C@@H]1[C@H]([C@@H]([C@H]([C@@H](C1)N=[N+]=[N-])O)O)O[C@H]1O[C@@H]([C@H](C([C@H]1N=[N+]=[N-])(F)F)O)CN=[N+]=[N-]